N-((3R,4R)-1-(cyclopropylsulfonyl)-3-fluoropiperidin-4-yl)-7-(2,6-difluorophenyl)-5-fluoropyrrolo[2,1-f][1,2,4]triazin-2-amine C1(CC1)S(=O)(=O)N1C[C@H]([C@@H](CC1)NC1=NN2C(C=N1)=C(C=C2C2=C(C=CC=C2F)F)F)F